N1=C(C=CC=C1)C(=O)N[C@@H]1C[C@@H](CNC1)C1=CC=C(C(=O)OCC)C=C1 ethyl 4-[(3R,5R)-5-(pyridine-2-carbonylamino)-3-piperidyl]benzoate